2,3-difluorotrifluorotoluene FC1=C(C(F)(F)F)C=CC=C1F